CN1C(N(C(C(=C1C)C1=CC=C(C2=C1OCCO2)CCC(=O)O)=O)C)=O 3-(8-(1,3,6-trimethyl-2,4-dioxo-1,2,3,4-tetrahydropyrimidin-5-yl)-2,3-dihydrobenzo[b][1,4]dioxin-5-yl)propanoic acid